cyanopyrrol C(#N)C=1NC=CC1